CN1C(OC2=C1C=CC(=C2)C2CC1CCC(C2)N1C(=O)NCCCCC1=CC=CC=C1)=O 3-(3-Methyl-2-oxo-1,3-benzoxazol-6-yl)-N-(4-phenylbutyl)-8-azabicyclo[3.2.1]octane-8-carboxamide